BrC1=CC(=NNC1=O)C(=O)O 5-bromo-6-oxo-1,6-dihydro-3-pyridazinecarboxylic acid